BrC1=CC=C2C(N(C(=NC2=C1)[C@H](CC1=CC(=CC(=C1)F)F)NC(OC(C)(C)C)=O)C=1C=CC(=C2C(=NN(C12)C)N(S(=O)(=O)C)CC1=CC=C(C=C1)OC)Cl)=O tert-butyl (S)-(1-(7-bromo-3-(4-chloro-3-(N-(4-methoxybenzyl)methylsulfonamido)-1-methyl-1H-indazol-7-yl)-4-oxo-3,4-dihydroquinazolin-2-yl)-2-(3,5-difluorophenyl)ethyl)carbamate